CCCCCC(CCC=O)=O nonane-6,9-dione